C(#N)C1(CC1)CNC1=C(C=CC(=N1)C(=O)OC)[N+](=O)[O-] methyl 6-(((1-cyanocyclopropyl) methyl) amino)-5-nitropicolinate